methyl 2-(6-bromo-4-(1-fluoroethyl)-1-oxophthalazin-2(1H)-yl)acetate BrC=1C=C2C(=NN(C(C2=CC1)=O)CC(=O)OC)C(C)F